(S)-2-(4-chlorophenoxy)-N-(1-(3-(4-chlorophenoxy)-2-hydroxypropyl)piperidin-4-yl)acetamide ClC1=CC=C(OCC(=O)NC2CCN(CC2)C[C@@H](COC2=CC=C(C=C2)Cl)O)C=C1